methyl-7-bromo-2-(trans-4-((tert-butoxycarbonyl)amino)cyclohexyl)-2,4-dimethylbenzo[d][1,3]dioxole-5-carboxylate COC(=O)C1=C(C2=C(OC(O2)(C)[C@@H]2CC[C@H](CC2)NC(=O)OC(C)(C)C)C(=C1)Br)C